C(#N)C=1C=CC(=NC1)CN1N=C(C=C1)NC(CC1=CC=C(C=C1)C1(CC1)C(F)(F)F)=O N-[1-(5-CYANO-PYRIDIN-2-YLMETHYL)-1H-PYRAZOL-3-YL]-2-[4-(1-TRIFLUOROMETHYL-CYCLOPROPYL)-PHENYL]-ACETAMIDE